CC1=C(C=CC=C1C1=CC=2N(C=C1)C(=NN2)C2=CC=C(CN1[C@@H](CCC1)C(=O)O)C=C2)C2=CC=CC=C2 (4-(7-(2-methyl-[1,1'-biphenyl]-3-yl)-[1,2,4]triazolo[4,3-a]pyridin-3-yl)benzyl)proline